CC1=C(C(=O)NC=2SC(=CN2)C)C=CC=C1 2-Methyl-N-(5-methylthiazol-2-yl)benzamide